(R)-3-(3,3-dimethoxycyclopentyl)-3-oxopropanenitrile COC1(C[C@@H](CC1)C(CC#N)=O)OC